3-bromo-2-methyl-1-(2-(4-nitrophenyl)-2-oxoethyl)pyridin-1-ium bromide salt [Br-].BrC=1C(=[N+](C=CC1)CC(=O)C1=CC=C(C=C1)[N+](=O)[O-])C